COC(=O)C1=CC2=C(N=C(N2CCOC)CC2=C(C=C(C=C2)C2=NC(=CC=C2Cl)OCC2=C(C=C(C=C2)C#N)F)F)C=C1 2-[[4-[3-chloro-6-[(4-cyano-2-fluoro-phenyl)methoxy]-2-pyridinyl]-2-fluoro-phenyl]methyl]-3-(2-methoxyethyl)benzimidazole-5-carboxylic acid methyl ester